C(C)(C)(C)C1=CC=C(C=C1)C1=C2C=C([C-](C2=CC=2C(CC(C12)(C)C)(C)C)[Si](C1(C(=C(C(=[C-]1)C)C)C)C)(C)C)C.[Li+].[Li+] lithium 4-(4-(tert-butyl)phenyl)-1-(dimethyl(2,3,4,5-tetramethylcyclopentadienidyl)silyl)-2,5,5,7,7-pentamethyl-1,5,6,7-tetrahydro-s-indacenide